3-((4-(Methoxycarbonyl)-3-(6-azaspiro[2.5]oct-6-yl)phenyl)sulfonyl)azetidine-1-carboxylic acid tert-butyl ester C(C)(C)(C)OC(=O)N1CC(C1)S(=O)(=O)C1=CC(=C(C=C1)C(=O)OC)N1CCC2(CC2)CC1